(S)-N'-((1,2,3,5,6,7-hexahydrodicyclopenta[b,e]pyridin-8-yl)carbamoyl)-5-(2-hydroxypropan-2-yl)-3-methylthiophene-2-sulfonimidamide C1CCC2=NC3=C(C(=C21)NC(=O)N=[S@@](=O)(N)C=2SC(=CC2C)C(C)(C)O)CCC3